1-[2-[4-(diethylamino)-2-hydroxybenzoyl]phenyl]methanone C(C)N(C1=CC(=C(C(=O)C2=C(C=CC=C2)C=O)C=C1)O)CC